FC(CNC1=NC=CC(=C1)CN1C(N(C(C1(C)C)=O)C1=CC=C(C=C1)C(C#N)(C)C)=O)F 2-(4-(3-((2-((2,2-difluoroethyl)amino)pyridin-4-yl)methyl)-4,4-dimethyl-2,5-dioxoimidazolidin-1-yl)phenyl)-2-methylpropanenitrile